C[Si](N1C(CCCC1)[SiH](OC)OC)(C)C N-trimethylsilanyl-(piperidin-2-yl)dimethoxysilane